(S)-7,7,7-trifluorohept-1-en-4-amine hydrochloride Cl.FC(CC[C@@H](CC=C)N)(F)F